C(C)OC=1C=C(C=O)C=C(C1O)OCC 3,5-Diethoxy-4-hydroxy-benzaldehyd